2-(2-(4-methylpiperazin-1-yl)ethoxy)ethan-1-amine CN1CCN(CC1)CCOCCN